C1=CC=C2C(=C1)C=CC=C2CC3=CC=CC4=CC=CC=C43 methylenedinaphthalene